(1,3-dioxane-2-ylethyl)magnesium bromide O1C(OCCC1)CC[Mg]Br